CO[C@@H]1C([C@H]2OC(OC[C@H]2O[C@@H]1CC1=CN(C(O1)=O)C1=CC=CC=C1)(C)C)N1N=NC(=C1)C1=CC(=C(C(=C1)F)F)F 5-(((4aR,6R,7R,8aR)-7-methoxy-2,2-dimethyl-8-(4-(3,4,5-trifluorophenyl)-1H-1,2,3-triazol-1-yl)hexahydropyrano[3,2-d][1,3]dioxin-6-yl)methyl)-3-phenyloxazol-2(3H)-one